BrC=1C=CC(=C(C1)NC12CCCC(N(C1)C(=O)OC(C)(C)C)C2)[N+](=O)[O-] tert-butyl 1-[(5-bromo-2-nitrophenyl) amino]-6-azabicyclo[3.2.1]octane-6-carboxylate